ClC=1C=C2CCCN(C2=C(C1)C1=C2C(=NC=C1)C=C(S2)CN2C(CCC2=O)=O)[C@@H]2C[C@](NC2)(C(=O)OC)C Methyl (2S,4R)-4-(6-chloro-8-(2-((2,5-dioxopyrrolidin-1-yl)methyl)thieno[3,2-b]pyridin-7-yl)-3,4-dihydroquinolin-1(2H)-yl)-2-methylpyrrolidine-2-carboxylate